ethyl (6R,7aS)-6-fluoro-1-methylenetetrahydro-1H-pyrrolizine-7a(5H)-carboxylate F[C@H]1CN2CCC([C@@]2(C1)C(=O)OCC)=C